ClC=1C(=CC(=C(CNC(CO)(CO)C)C1)OCCN1C[C@@H](CC1)O)OCC1=C(C(=CC=C1)C1=CC2=C(OCCO2)C=C1)C (R)-2-((5-Chloro-4-((3-(2,3-dihydrobenzo[b][1,4]dioxin-6-yl)-2-methylbenzyl)oxy)-2-(2-(3-hydroxypyrrolidin-1-yl)ethoxy)benzyl)amino)-2-methylpropane-1,3-diol